ClC1=C(C=C(C=C1)[C@]12CN(C[C@@H]2C1)C)C(F)(F)F (1S,5R)-1-(4-chloro-3-(trifluoromethyl)phenyl)-3-methyl-3-aza-bicyclo[3.1.0]hexane